C(C)(C)(C)C=1C=C(N(N1)C1=CC=C(C=C1)C)NC(=O)NC1=CC=C(C2=CC=CC=C12)C#CC(C)N1CCOCC1 1-[5-tert-Butyl-2-p-tolyl-2H-pyrazol-3-yl]-3-[4-(3-(morpholin-4-yl)-3-methylpropyn-1-yl)naphthalen-1-yl]-urea